S1C=NC(=C1)C1=NN=CS1 5-(thiazol-4-yl)-1,3,4-thiadiazol